CS(=O)(=O)O.CS(=O)(=O)O.FN1C(C=CC=C1)=C1N(C=CC=C1)F N,N'-difluoro-2,2'-bipyridine bis-methanesulfonate